N1N=CC(=C1)CCNC1=NC(=NC(=C1C)C)C(=O)N1[C@H](COCC1)CC1=CC=CC=C1 (S)-(4-((2-(1H-pyrazol-4-yl)ethyl)amino)-5,6-dimethylpyrimidin-2-yl)(3-benzylmorpholino)methanone